4-((3-fluoro-4-formylphenyl)ethynyl)benzonitrile FC=1C=C(C=CC1C=O)C#CC1=CC=C(C#N)C=C1